methyl 6-chloro-3-(3-ethoxy-3-oxopropanamido)-2-fluoro-3'-methyl-2'-(trifluoromethyl)-[1,1'-biphenyl]-4-carboxylate ClC1=CC(=C(C(=C1C1=C(C(=CC=C1)C)C(F)(F)F)F)NC(CC(=O)OCC)=O)C(=O)OC